1,1,1,3,3,3-Hexafluoropropan-2-yl (R)-1-((pyrimidin-5-ylmethyl)carbamoyl)-6-azaspiro[2.5]octan-6-carboxylat N1=CN=CC(=C1)CNC(=O)[C@@H]1CC12CCN(CC2)C(=O)OC(C(F)(F)F)C(F)(F)F